N[C@H]1COCC[C@H]1C1=C(C2=NC(=CC(=C2S1)N(C(OC(C)(C)C)=O)CC=1SC=CC1)Cl)Br cis-tert-Butyl (2-((3R,4R)-3-aminotetrahydro-2H-pyran-4-yl)-3-bromo-5-chlorothieno[3,2-b]pyridin-7-yl)(thiophen-2-ylmethyl)carbamate